di-[4-(1-ethyl-1-phenylethyl)-phenyl]-carbonate C(C)C(C)(C1=CC=CC=C1)C1=CC=C(C=C1)OC(OC1=CC=C(C=C1)C(C)(C1=CC=CC=C1)CC)=O